N1=C(N=CC=C1)NC(CCC(C)(C)C)C=1N=NNN1 N-2-pyrimidinyl[4,4-dimethyl-1-(2H-tetraazol-5-yl)pentyl]amine